1-(((3-(3,3-difluorobutyl)-5-(4-fluorophenyl)-2-methyl-1,1-dioxido-7-(trifluoromethyl)-2,3,4,5-tetrahydrobenzo[f][1,2,5]thiadiazepin-8-yl)oxy)methyl)cyclopropane-1-sulfonic acid FC(CCC1N(S(C2=C(N(C1)C1=CC=C(C=C1)F)C=C(C(=C2)OCC2(CC2)S(=O)(=O)O)C(F)(F)F)(=O)=O)C)(C)F